(2-ethyl-6-methylphenyl)-1-methoxypropane-2-imine C(C)C1=C(C(=CC=C1)C)C(C(C)=N)OC